N-[1-(3,4-dimethylpyrimidino[4',5':4,5]thieno[2,3-c]pyridazin-8-yl)azetidin-3-yl]-2,3-difluoro-pyridin-4-amine CC1=C(C2=C(N=N1)SC1=C2N=CN=C1N1CC(C1)NC1=C(C(=NC=C1)F)F)C